(4-chlorophenyl)-3-(1-hydroxy-prop-2-yl)-8-(1-methyl-1H-pyrazol-4-yl)pyrido[3,4-d]pyrimidin-4(3H)-one ClC1=CC=C(C=C1)C=1N(C(C2=C(N1)C(=NC=C2)C=2C=NN(C2)C)=O)C(CO)C